C(C)NC1=NC=C(C(=N1)N1CCCC1)C(=O)N(C1=CC(=CC=C1)COC(CCNC)C1=CC=CC=C1)C 2-(ethylamino)-N-methyl-N-(3-((3-(methylamino)-1-phenylpropoxy)methyl)phenyl)-4-(pyrrolidin-1-yl)pyrimidine-5-carboxamide